BrC1=CC=C(CNC(CN2N=C(C(=C2)C2=CC=NC3=CC=CC=C23)C2=NC=CC=C2)=O)C=C1 N-(4-bromobenzyl)-2-(3-(pyridin-2-yl)-4-(quinolin-4-yl)-1H-pyrazol-1-yl)acetamide